((S)-((4-Oxo-2-phenylchroman-7-yl)oxy)(pyridin-4-yl)methyl)benzamide O=C1CC(OC2=CC(=CC=C12)O[C@@H](C1=CC=NC=C1)C1=C(C(=O)N)C=CC=C1)C1=CC=CC=C1